C(CCCCCCCCCCCCCCCC)(=O)N[C@H](CO)[C@H](O)C(CCCCCCCCCCCCCC)O N-(heptadecanoyl)-4R-hydroxysphinganine